acetyl-N-(6-bromopyridin-2-yl)-2-azabicyclo[2.1.1]Hexane-1-carboxamide C(C)(=O)N1C2(CC(C1)C2)C(=O)NC2=NC(=CC=C2)Br